FC1=CC=2OC[C@@H](C(N(C2N=C1)CC1=CC=C(C=C1)OC)=O)NC(C1=CC=CC=C1)(C1=CC=CC=C1)C1=CC=CC=C1 (S)-8-fluoro-5-(4-methoxybenzyl)-3-(tritylamino)-2,3-dihydropyrido[3,2-b][1,4]oxazepin-4(5H)-one